C(C1=CC=CC=C1)OC=1C(=C2CC[C@@](OC2=C(C1C)C)(C)CC(\C=C(\CCC=C(C)C)/C)S(=O)(=O)C1=CC=CC=C1)C (2S)-6-(benzyloxy)-2-((E)-4,8-dimethyl-2-(phenylsulfonyl)nona-3,7-dien-1-yl)-2,5,7,8-tetramethylchromane